CC1=C(C=C(C=C1)NC(C1=NC=CC(=C1)C(F)(F)F)=O)C1=CC2=C(N=C(N=C2)NC2=CC=NN2C)N2C1=NCC2 N-(4-methyl-3-(2-((1-methyl-1H-pyrazol-5-yl)amino)-8,9-dihydroimidazo[1',2':1,6]pyrido[2,3-d]pyrimidin-6-yl)phenyl)-4-(trifluoromethyl)picolinamide